BrC1=C(CS(=O)(=O)C2=CC3=C(S\C(\C(N3)=O)=C/C3=C(C=C(C(=O)OC)C=C3)[N+](=O)[O-])C=C2)C(=CC=C1)Br (Z)-methyl 4-((6-((2,6-dibromobenzyl)sulfonyl)-3-oxo-3,4-dihydro-2H-benzo[b][1,4]thiazin-2-ylidene)methyl)-3-nitrobenzoate